Heptadecan-9-yl 8-((3-(2-((furan-2-ylmethyl)sulfonyl)acetamido)propyl)(8-oxo-8-(undecan-3-yloxy)octyl)amino)octanoate Methyl-2-((furan-2-ylmethyl)sulfonyl)acetate COC(CS(=O)(=O)CC=1OC=CC1)=O.O1C(=CC=C1)CS(=O)(=O)CC(=O)NCCCN(CCCCCCCC(=O)OC(CCCCCCCC)CCCCCCCC)CCCCCCCC(OC(CC)CCCCCCCC)=O